Holmium sulfate S(=O)(=O)([O-])[O-].[Ho+3].S(=O)(=O)([O-])[O-].S(=O)(=O)([O-])[O-].[Ho+3]